FC=1C(=NC=C(C1N1C(N(C=2C=NC=3C=C(C(=CC3C21)C=2C=NN(C2)C)OC)C)=O)F)OC 1-(3-Fluoro-5-fluoro-methoxypyridin-4-yl)-7-methoxy-3-methyl-8-(1-methyl-1H-pyrazol-4-yl)-1,3-dihydroimidazo[4,5-c]-quinolin-2-one